C1CCC2=C(C=3CCCC3C=C12)NC(=O)NS(=O)(=O)C1=CC=C(C=C1)C N-((1,2,3,5,6,7-hexahydro-s-indacen-4-yl)carbamoyl)-4-methylbenzenesulfonamide